N,N'-bis(1-naphthyl)-N''-cyanoguanidine C1(=CC=CC2=CC=CC=C12)NC(=NC#N)NC1=CC=CC2=CC=CC=C12